ClC1=NC(N(C2=CC(=CC(=C12)F)C(F)(F)F)C=1C(=NC=CC1)C(F)(F)F)=O 4-chloro-5-fluoro-7-(trifluoromethyl)-1-(2-(trifluoromethyl)pyridin-3-yl)quinazolin-2(1H)-one